tert-butyl 4-[[8-[4-[5-(1-methylcyclopropoxy)-1H-indazol-3-yl]-2-pyridyl]-5-oxa-2,8-diazaspiro[3.5]nonan-2-yl]methyl]piperidine-1-carboxylate CC1(CC1)OC=1C=C2C(=NNC2=CC1)C1=CC(=NC=C1)N1CCOC2(CN(C2)CC2CCN(CC2)C(=O)OC(C)(C)C)C1